(R)-1-(4-(2-methoxypyrimidin-4-yl)phenyl)ethanol COC1=NC=CC(=N1)C1=CC=C(C=C1)[C@@H](C)O